ethyl (n-butyl) terephthalate C(C1=CC=C(C(=O)OCCCC)C=C1)(=O)OCC